1-(4-acetylphenyl)-3-(4-acetylphenyl-carbamoyl)urea C(C)(=O)C1=CC=C(C=C1)NC(=O)NC(NC1=CC=C(C=C1)C(C)=O)=O